CC1=C(C(NC(=C1)C)=O)CNC(=O)C=1C=2C=CC(NC2C=C(C1)C1=CC=C(C=C1)C)=O N-((4,6-dimethyl-2-oxo-1,2-dihydropyridin-3-yl)methyl)-2-oxo-7-(p-tolyl)-1,2-dihydroquinoline-5-carboxamide